(R)-4-((5-methoxy-6-((S)-3-methylmorpholino)pyridin-3-yl)methyl)-2-(o-tolyl)piperazin COC=1C=C(C=NC1N1[C@H](COCC1)C)CN1C[C@H](NCC1)C1=C(C=CC=C1)C